3-(hydroxymethyl)isothiazolidine 1,1-dioxide OCC1NS(CC1)(=O)=O